NC1=NC=2N(C=C1\C=C\CC1CCNCC1)C=C(N2)C2=C(C=CC=C2)O 2-[7-amino-6-[(E)-3-(4-piperidinyl)prop-1-enyl]imidazo[1,2-a]pyrimidin-2-yl]phenol